C(C)OC(CCC(=O)C1=CC2=C(S1)C=C(C(=C2F)OCCCOC=2C(=C1CN(CC1=CC2OC)C(=O)OC(C)(C)C)F)OC)=O tert-butyl 5-(3-((2-(4-ethoxy-4-oxobutanoyl)-4-fluoro-6-methoxybenzo[b]thiophen-5-yl)oxy)propoxy)-4-fluoro-6-methoxyisoindoline-2-carboxylate